BrC1=CC=C(CCN[C@@H]2C=C([C@@H]([C@@H]([C@H]2O)O)O)COC(F)F)C=C1 (1S,2S,3S,6R)-6-((4-bromophenethyl)amino)-4-((difluoromethoxy)methyl)cyclohex-4-ene-1,2,3-triol